C[N+]1=C(C=CC=C1)C methyl-picolinium